C(N)(O[C@@H](C(F)(F)F)[C@]1(CN(CC1)C(C)(C)C=1C=NC(=CC1)C)CCC=1SC(=CC1)F)=O |o1:8| (R)-2,2,2-trifluoro-1-((R or S)-3-(2-(5-fluorothiophen-2-yl)ethyl)-1-(2-(6-methylpyridin-3-yl)propan-2-yl)pyrrolidin-3-yl)ethyl carbamate